(S)-2-amino-1-(6,7-dichloro-1-methyl-1,3,4,5-tetrahydro-2H-pyrido[4,3-b]indol-2-yl)ethan-1-one NCC(=O)N1[C@H](C2=C(NC=3C(=C(C=CC23)Cl)Cl)CC1)C